(1S,2S)-1,2-bis(2-methylphenyl)ethylenediamine hydrochloride Cl.CC1=C(C=CC=C1)[C@@H]([C@@H](N)C1=C(C=CC=C1)C)N